5-(4-methoxyphenyl)pyrimidine COC1=CC=C(C=C1)C=1C=NC=NC1